4-chloro-2-(2-methoxyethoxy)benzaldehyde ClC1=CC(=C(C=O)C=C1)OCCOC